[B].OC(C)(C)C(C)(C)O pinacol Boron